5-bromo-3-fluoro-1-isobutylpyridin-2(1H)-one BrC=1C=C(C(N(C1)CC(C)C)=O)F